(2S,4S)-4-(4,4-difluoropiperidin-1-yl)-1-(9H-fluoren-9-yl-methoxycarbonyl)pyrrolidin-2-carboxylic acid FC1(CCN(CC1)[C@H]1C[C@H](N(C1)C(=O)OCC1C2=CC=CC=C2C=2C=CC=CC12)C(=O)O)F